N-(4-((2-(difluoromethyl)-5-methyl-4,5-dihydro-2H-[1,2,3]triazolo[4,5-c][1,7]naphthyridin-6-yl)amino)-5-(propanoyl-3,3,3-d3)pyridin-2-yl)cyclopropanecarboxamide FC(N1N=C2C(CN(C=3C(=NC=CC23)NC2=CC(=NC=C2C(CC([2H])([2H])[2H])=O)NC(=O)C2CC2)C)=N1)F